C1(=CC=CC=C1)N1C(CCC1)=O N-phenylpyrrolidone